2-BENZYLTHIOPHENYLBORONIC ACID C(C1=CC=CC=C1)SC1=C(C=CC=C1)B(O)O